2,2-diethyl-4-oxo-3,4-dihydro-2H-1-benzopyran-6-carboxylic acid C(C)C1(OC2=C(C(C1)=O)C=C(C=C2)C(=O)O)CC